ClC=1C=C(C=CC1Cl)C=1N(C(=CC(C1C(=O)OC)=O)CC(=O)OCC)CC methyl 2-(3,4-dichlorophenyl)-6-(2-ethoxy-2-oxo-ethyl)-1-ethyl-4-oxo-pyridine-3-carboxylate